OC=1C=C2C(=CC=N2)N1 hydroxypyrrolopyrrole